C(#N)C1=C(C=CC(=C1OC=1C=C2C(N(C=NC2=CC1)CC)=O)F)C1N(CCC1F)S(=O)(=O)N [2-cyano-4-fluoro-3-(3-ethyl-4-oxo-quinazolin-6-yl)oxy-phenyl]-3-fluoro-pyrrolidine-1-sulfonamide